NCC(CS(=O)(=O)[O-])(O)C1=CC=C(C=C1)Cl.[Na+] sodium 3-amino-2-(4-chlorophenyl)-2-hydroxypropanesulfonate